C1(CCC1)C(=O)N1[C@H]([C@H](CC1)NS(=O)(=O)C)CO[C@@H]1CC[C@@H](CC1)C1=CC=CC=C1 N-(cis-1-(cyclobutanecarbonyl)-2-(((cis-4-phenylcyclohexyl)oxy)methyl)pyrrolidin-3-yl)methanesulfonamide